CN(CCCNC1=NC=CC(=N1)OC1CN(CC1)CC(=O)N)C 2-(3-((2-((3-(dimethylamino)propyl)amino)pyrimidin-4-yl)oxy)pyrrolidin-1-yl)acetamide